4-(7-methylquinolin-2-yl)benzamide CC1=CC=C2C=CC(=NC2=C1)C1=CC=C(C(=O)N)C=C1